N-(4,6-difluorobenzo[d]thiazol-5-yl)benzamide FC1=C(C(=CC2=C1N=CS2)F)NC(C2=CC=CC=C2)=O